cis-2-(3-chlorophenyl)-1-(4-chlorophenyl)ethylene ClC=1C=C(C=CC1)\C=C/C1=CC=C(C=C1)Cl